[4-(4-fluorophenyl)piperazine-1-carbonyl]-6-methyl-N-(1-methylcyclopropyl)furo[2,3-d]pyrimidin-4-amine FC1=CC=C(C=C1)N1CCN(CC1)C(=O)C=1N=C(C2=C(N1)OC(=C2)C)NC2(CC2)C